5-{6-chloropyrazolo[1,5-a]pyridin-3-yl}-N-[(4-cyclopropanesulfonamidopyridin-2-yl)methyl]-1,3-thiazole-2-carboxamide ClC=1C=CC=2N(C1)N=CC2C2=CN=C(S2)C(=O)NCC2=NC=CC(=C2)NS(=O)(=O)C2CC2